NC1=C(C(N(C2=CC(=CC=C12)Br)C1=CC=C(C=C1)C(C)O)=O)C(=O)OC1CCCCC1 cyclohexyl 4-amino-7-bromo-1-(4-(1-hydroxyethyl)phenyl)-2-oxo-1,2-dihydroquinolin-3-carboxylate